1-butyl-3-methylimidazolium benzoate C(C1=CC=CC=C1)(=O)[O-].C(CCC)N1C=[N+](C=C1)C